C(=O)C=1NC=C(N1)C=O 2,4-diformylimidazole